ClC=1C=C(C=CC1F)N(C(=O)[C@H]1N(C[C@H](C1)C(=O)NC1=CC=NN1C)C1=NC(=CC(=C1)C(F)(F)F)C)C (2S,4S)-N2-(3-chloro-4-fluorophenyl)-N2-methyl-N4-(1-methyl-1H-pyrazol-5-yl)-1-[6-methyl-4-(trifluoromethyl)pyridin-2-yl]Pyrrolidine-2,4-dicarboxamide